N-(cyclopropylmethyl)-N-methyl-3-(2-methyl-2H-[1,2,3]triazolo[4,5-b]pyridin-6-yl)-6-quinoxalinecarboxamide C1(CC1)CN(C(=O)C=1C=C2N=C(C=NC2=CC1)C1=CC=2C(N=C1)=NN(N2)C)C